FC(C1=C(C=CC(=C1)C(F)(F)F)C(C)N1N=CC(=C1)NC(=O)C1=NOC(=C1)C1=NC=CC=N1)(F)F N-(1-(1-(2,4-bis(trifluoromethyl)phenyl)ethyl)-1H-pyrazol-4-yl)-5-(pyrimidin-2-yl)isoxazole-3-carboxamide